2-[1-[4-(2,6-dioxo-3-piperidinyl)-2-fluoro-phenyl]-4-hydroxy-4-piperidinyl]acetic acid O=C1NC(CCC1C1=CC(=C(C=C1)N1CCC(CC1)(O)CC(=O)O)F)=O